C(C)(C)(C)OC(=O)N1CCN(CC1)C=1C2=CN(N=C2C(=CC1)C(NC=1C=C(C=2N(C1)C=C(N2)C)F)=O)CC(=O)O {4-[4-(tert-butoxycarbonyl)piperazin-1-yl]-7-({8-fluoro-2-methylimidazo[1,2-a]pyridin-6-yl}carbamoyl)indazol-2-yl}acetic acid